6-(1,3-benzoxazol-2-yl)-2-[(diphenylmethyl)amino]-5-hydroxy-3-methyl-3,4-dihydropyrimidin-4-one O1C(=NC2=C1C=CC=C2)C2=C(C(N(C(=N2)NC(C2=CC=CC=C2)C2=CC=CC=C2)C)=O)O